(S)-3-hydroxy-4,4-dimethylpentanoic acid O[C@@H](CC(=O)O)C(C)(C)C